ClC=1C=C(C=C2C(=C(C=NC12)C#N)NC1=CC(=C(C=C1)F)Cl)NCC=1N=NN(C1)C1CCN(CC1)CC 8-chloro-4-[(3-chloro-4-fluorophenyl)amino]-6-[[[1-(1-ethyl-4-piperidinyl)-1H-1,2,3-triazol-4-yl]methyl]amino]-3-quinolinecarbonitrile